C1(CCCCC1)OC([C@@H](N)CC(=O)O)=O Aspartic acid-cyclohexyl ester